2-methyl-1-(prop-2-en-1-yl)pyrazolo[3,4-b]pyridin-3-one CN1N(C2=NC=CC=C2C1=O)CC=C